(5-(3-cyano-6-(1-methyl-1H-pyrazol-4-yl)pyrazolo[1,5-a]pyrazin-4-yl)pyridin-2-yl)acrylamide C(#N)C=1C=NN2C1C(=NC(=C2)C=2C=NN(C2)C)C=2C=CC(=NC2)C(C(=O)N)=C